4-amino-N-((5R)-6,6-dimethyl-2-(trifluoromethyl)-6,7-dihydro-5H-cyclopenta[b]-pyridin-5-yl)-7-fluoro-N-methyl-1,3-dihydrofuro[3,4-c]-quinoline-8-carboxamide NC1=NC=2C=C(C(=CC2C2=C1COC2)C(=O)N(C)[C@@H]2C(CC1=NC(=CC=C12)C(F)(F)F)(C)C)F